2,3,3-Trimethyl-octa-1,7-dien-4-on CC(=C)C(C(CCC=C)=O)(C)C